1,7-Dimethyl-2-oxo-6,7-dihydro-5H-cyclopenta[b]pyridine-3-carboxylic acid CN1C2=C(C=C(C1=O)C(=O)O)CCC2C